NC1CN(CCCC1)C(=O)C=1C(C(C#N)(C=CC1)C1=C(C=NN1)C1=C(C(=CC=C1)C(C)(C)C)F)F 3-(3-Aminoazepan-1-carbonyl)-1-(4-(tert-butyl-2-fluorophenyl)-1H-pyrazol-5-yl)-2-fluorobenzonitril